3-bromo-1-(2,2-difluoro-1,3-benzodioxol-5-yl)-5-isopropenyl-pyrazole BrC1=NN(C(=C1)C(=C)C)C1=CC2=C(OC(O2)(F)F)C=C1